[1,2]Thiazine-3-carboxamide 1,1-dioxide S1(NC(=CC=C1)C(=O)N)(=O)=O